(6S,9R)-N-(3-bromo-4-chlorophenyl)-3-oxo-3,5,6,7,8,9-hexahydro-2H-6,9-epiminocyclohepta[c]pyridine-10-carboxamide BrC=1C=C(C=CC1Cl)NC(=O)N1[C@@H]2CC=3C(=CNC(C3)=O)[C@H]1CC2